tert-butyl 3-(2-(diethoxyphosphoryl)ethyl)azetidine-1-carboxylate C(C)OP(=O)(OCC)CCC1CN(C1)C(=O)OC(C)(C)C